(1-Methylethyl)benzen CC(C)C1=CC=CC=C1